N1C=NC=C1C=1SC=C(N1)C(=O)NC1(CCCCC1)C(NC)=O 2-(1H-imidazol-5-yl)-N-(1-(methylcarbamoyl)cyclohexyl)thiazole-4-carboxamide